CN(C1=CC=C(C=C1)C1=CN=C(N1)C1N(CCCC1)C(C(C)SC)=O)C 1-(2-(5-(4-(Dimethylamino)phenyl)-1H-imidazol-2-yl)piperidin-1-yl)-2-(methylsulfanyl)propan-1-one